NC1=NC=CC2=CC=C(C=C12)C1=CC=C2CC[C@H](C2=C1)OC1=C(C=CC(=C1)C#N)CC(=O)O (R)-2-(2-((6-(1-aminoisoquinolin-7-yl)-2,3-dihydro-1H-inden-1-yl)oxy)-4-cyanophenyl)acetic acid